7-((3s,4s)-4-ethyltetrahydrofuran-3-yl)-2-(methylsulfonyl)-7H-pyrrolo[2,3-d]pyrimidin-6-carbonitrile C(C)[C@H]1[C@@H](COC1)N1C(=CC2=C1N=C(N=C2)S(=O)(=O)C)C#N